FC(OC1=CC=C(C=N1)CC1CCC2(CN(C2)C(=O)N2CC3(C2)NC(OC3)=O)CC1)F 2-[7-[[6-(difluoromethoxy)-3-pyridyl]methyl]-2-azaspiro[3.5]nonane-2-carbonyl]-7-oxa-2,5-diazaspiro[3.4]octan-6-one